hexadecyl-1,3-propylenediamine C(CCCCCCCCCCCCCCC)NCCCN